1-methyl-5-(4-morpholinobenzylidene)-3-phenethyl-2-selenoxoimidazolidin-4-one CN1C(N(C(C1=CC1=CC=C(C=C1)N1CCOCC1)=O)CCC1=CC=CC=C1)=[Se]